O.O.C1C=CN2C(C=CC=C12)=O 5(1H)-indolizinone dihydrate